7-fluoro-4-azaspiro[2.5]octane FC1CCNC2(CC2)C1